FC=1C=C(C=CC1)C#CC=1C(=C2CCC(C2=CC1)N1CC(C1)C)C 1-[5-[2-(3-fluorophenyl)ethynyl]-4-methyl-indan-1-yl]-3-methyl-azetidin